C(C)(C)(C)OC(=O)N1CC=2N=C(N=C(C2C1)NC=1C=C2C(=CC(=NC2=CC1)C)N)C1=CC(=C(C(=C1)OC)OC)OC 4-((4-amino-2-methylquinolin-6-yl)amino)-2-(3,4,5-trimethoxyphenyl)-5,7-dihydro-6H-pyrrolo[3,4-d]pyrimidine-6-carboxylic acid tert-butyl ester